ClC=1N=CC=2N(C1)N=CC2C2=NC=CC1=CC=CC=C21 (6-Chloropyrazolo[1,5-a]pyrazin-3-yl)isoquinoline